5-(8-((1S,2S)-2-(2-(trifluoromethoxy)phenyl)cyclopropyl)imidazo[1,2-b]pyridazin-6-yl)pyrimidine-2,4(1H,3H)-dione FC(OC1=C(C=CC=C1)[C@@H]1[C@H](C1)C=1C=2N(N=C(C1)C=1C(NC(NC1)=O)=O)C=CN2)(F)F